C1(CC1)OC1=CC(=NC(=N1)C(C)(C)F)NC1=CC(=NC=C1OCCOC)NC(C)=O N-(4-((6-cyclopropoxy-2-(2-fluoropropan-2-yl)pyrimidin-4-yl)amino)-5-(2-methoxyethoxy)pyridin-2-yl)acetamide